C1=CC=C2C(=C1)C=NC(=N2)N AMINOQUINAZOLINE